tert-butyl N-[(1R)-2-[(4-bromo-1-methyl-pyrazol-3-yl)methoxy]-1-methyl-ethyl]carbamate BrC=1C(=NN(C1)C)COC[C@@H](C)NC(OC(C)(C)C)=O